(S)-3-((4-((1-butylazetidin-3-yl)oxy)-3,5-difluorobenzyl)oxy)-7,8,8a,9-tetrahydropyrrolo[1',2':3,4]imidazo[1,2-c]pyrimidin-1(6H)-one C(CCC)N1CC(C1)OC1=C(C=C(COC=2C=C3N(C(N2)=O)C[C@H]2N3CCC2)C=C1F)F